2-(4-(6-((4-cyano-2-fluorobenzyl)oxy)pyridin-2-yl)-2,5-difluorobenzyl)-1-(5-oxaspiro[2.4]heptan-7-yl)-1H-benzo[d]imidazole-6-carboxylic acid C(#N)C1=CC(=C(COC2=CC=CC(=N2)C2=CC(=C(CC3=NC4=C(N3C3COCC35CC5)C=C(C=C4)C(=O)O)C=C2F)F)C=C1)F